6-(4,4-dimethylcyclohexyl)pyridin-3-amine CC1(CCC(CC1)C1=CC=C(C=N1)N)C